(2,6-dichloro-3,5-dimethoxyphenethyl)-1H-pyrazol-3-amine ClC1=C(CCN2N=C(C=C2)N)C(=C(C=C1OC)OC)Cl